6-methoxy-7-(5-(4-methylpiperazin-1-yl)-1H-benzo[d]imidazol-2-yl)-2-(o-tolyl)-1H-Pyrrolo[3,2-c]pyridine-3-carbonitrile COC1=C(C2=C(C=N1)C(=C(N2)C2=C(C=CC=C2)C)C#N)C2=NC1=C(N2)C=CC(=C1)N1CCN(CC1)C